(1-((6-cyclopropylpyridin-3-yl)methyl)-1H-pyrazol-4-yl)methylamine C1(CC1)C1=CC=C(C=N1)CN1N=CC(=C1)CN